P(OCCCC)(OCCCC)(=S)[S-].[Zn+2].C(CCC)OP(OCCCC)(=S)[S-] zinc dibutyl phosphorodithiate